4-monomethoxytrityl-sulfenate COC1=CC=C(C(C2=CC=CC=C2)(C2=CC=CC=C2)OS)C=C1